ClC1=C(C=NC=C1)OC1CN(C1)C(=O)OC(C)(C)C tert-butyl 3-((4-chloropyridin-3-yl)oxy)azetidine-1-carboxylate